C(CCC)C1(CS(C2=C(N(C1)C1=CC=CC=C1)C=C(C(=C2)O/C=C/C(=O)O)SC)(=O)=O)CC racemic-(E)-3-((3-butyl-3-ethyl-7-(methylthio)-1,1-dioxido-5-phenyl-2,3,4,5-tetrahydro-1,5-benzothiazepin-8-yl)oxy)acrylic acid